P(=O)(O)(O)O.P(=O)(OC)(OC)OC trimethyl phosphate (phosphate)